N1(CCC1)C=1C=C2C(=CC=NC2=CC1)NC=1C=CC(=NC1)C(=O)NC1=CC=C(C=C1)NC1=CC(=NC=C1)C 5-((6-(azetidin-1-yl)quinolin-4-yl)amino)-N-(4-((2-methylpyridin-4-yl)amino)phenyl)picolinamide